2-methyl-5-vinyl-pyridine CC1=NC=C(C=C1)C=C